C(=O)(OC(C)(C)C)C(C(=O)O)(C)C1=CC=C(C=C1)N boc-(4-aminophenyl)propionic acid